1-(2,6-Dioxo-3-piperidyl)-3-methyl-2-oxo-benzimidazole-4-carbonitrile O=C1NC(CCC1N1C(N(C2=C1C=CC=C2C#N)C)=O)=O